C1CC1 (trans)-cyclopropane